C(C)NC(C1=CC=CC=C1C=1SCC(=CC1)F)=O N-ethyl-5-fluoro-2-thiainine-benzamide